C(C1=CC=CC=C1)(C1=CC=CC=C1)N1[C@H]([C@@H]1C1COC1)C(=O)[O-].[Na+] sodium (2R,3S)-1-benzhydryl-3-(oxetan-3-yl)aziridine-2-carboxylate